(5-(4-((tert-butoxycarbonyl)amino)piperidin-1-yl)-3-isopropylpyrazolo[1,5-a]pyrimidine-7-yl)(3-nitrobenzyl)carbamic acid tert-butyl ester C(C)(C)(C)OC(N(CC1=CC(=CC=C1)[N+](=O)[O-])C1=CC(=NC=2N1N=CC2C(C)C)N2CCC(CC2)NC(=O)OC(C)(C)C)=O